C(#N)SO The molecule is a sulfur oxoacid that is sulfenic acid in which the hydrogen attached to the sulfur has been replaced by a cyano group. It has a role as an oxidising agent, an antiviral agent, an antibacterial agent, an antifungal agent, a rat metabolite and a human metabolite. It is a one-carbon compound and a sulfur oxoacid.